[N+](=O)([O-])C1=C(C=CC=C1)S(=O)(=O)OC methyl nitrobenzenesulfonate